4,4',4'',4'''-(1,2-phenylenebis(phosphanetriyl))-tetrabenzoate C1(=C(C=CC=C1)P(C1=CC=C(C(=O)[O-])C=C1)C1=CC=C(C(=O)[O-])C=C1)P(C1=CC=C(C(=O)[O-])C=C1)C1=CC=C(C(=O)[O-])C=C1